(±)-trans-N-(8-amino-6-(3-methyl-2-oxo-2,3-dihydro-1H-benzo[d]imidazol-1-yl)isoquinolin-3-yl)-2-cyanocyclopropanecarboxamide NC=1C=C(C=C2C=C(N=CC12)NC(=O)[C@H]1[C@@H](C1)C#N)N1C(N(C2=C1C=CC=C2)C)=O |r|